4-(3-(1H-pyrazol-5-yl)piperidin-1-yl)-6-isopropylpyrimidin-2-amine N1N=CC=C1C1CN(CCC1)C1=NC(=NC(=C1)C(C)C)N